oleic acid Silver [Ag].C(CCCCCCC\C=C/CCCCCCCC)(=O)O